OC1(COC1)C#CC1=CC2=C(OC[C@@H](C(N2C)=O)NC(C2=NC=CC(=C2)OC)=O)C=C1 (S)-N-(7-((3-hydroxyoxetan-3-yl)ethynyl)-5-methyl-4-oxo-2,3,4,5-tetrahydrobenzo[b][1,4]oxazepin-3-yl)-4-methoxypicolinamide